1-(4-(tert-butyl)phenyl)-5-(5-hydroxy-2,2-dimethyl-2H-benzopyran-6-yl)penta-1,4-dien-3-one C(C)(C)(C)C1=CC=C(C=C1)C=CC(C=CC=1C=CC2=C(C=CC(O2)(C)C)C1O)=O